3-(2-((3r,5r,7r)-adamantan-1-yl)acetoxy)-2-(((3-(ethyl(methyl)amino)propanoyl)oxy)methyl)propyl (9Z,12Z)-octadeca-9,12-dienoate C(CCCCCCC\C=C/C\C=C/CCCCC)(=O)OCC(COC(CC12CC3CC(CC(C1)C3)C2)=O)COC(CCN(C)CC)=O